CC=1C=CC=2N(C3=CC=CC=C3C2C1)C1=C(C=CC=C1)C=1C(=NC(=CC1C1=C(C(C#N)=CC(=C1)C1=C(C(=NC(=C1)C1=CC=CC=C1)C1=CC=CC=C1)C1=C(C=CC=C1)N1C2=CC=CC=C2C=2C=C(C=CC12)C)C#N)C1=CC=CC=C1)C1=CC=CC=C1 3,5-bis(2-(3-methyl-9H-carbazol-9-yl)phenyl-2,6-diphenylpyridin-4-yl)phthalonitrile